N(=C=O)C1=CC=C(C=C1)CN=C=O 1-Isocyanato-4-(isocyanatomethyl)benzol